1-(3-Chlorophenyl)-N-[(1,4-dimethylpyrazol-3-yl)methyl]-5-methyl-7-oxo-6-(1,2,3,4-tetrahydroisoquinolin-7-yl)pyrazolo[4,3-d]pyrimidine-3-carboxamide dihydrochloride Cl.Cl.ClC=1C=C(C=CC1)N1N=C(C=2N=C(N(C(C21)=O)C2=CC=C1CCNCC1=C2)C)C(=O)NCC2=NN(C=C2C)C